CN(S(=O)(=O)C=1C=C(C=CC1)NC(CC(C)=O)=O)C N-(3-(N,N-dimethylsulfamoyl)phenyl)-3-oxobutanamide